N1C=NC(=C1)NC(=O)C=1C=CC(=C(C1)C=1C=NC(=C(C(=O)N(C)C)C1)NC(CO)(C)C)C 5-(5-((1H-imidazol-4-yl)carbamoyl)-2-methylphenyl)-2-((1-hydroxy-2-methylpropan-2-yl)amino)-N,N-dimethylnicotinamide